ClC1=C(C=C(C=C1)SCCOCCNC(=O)NC[C@@H]([C@H]([C@@H]([C@@H](CO)O)O)O)O)COC1(CC1)C=1C=NC=CC1C1=C(C=CC=C1)OC1CC1 1-[2-(2-{1-[4-chloro-3-({1-[4-(2-cyclopropoxyphenyl)pyridin-3-yl]cyclopropoxy}methyl)phenyl]sulfanyl}ethoxy)ethyl]-3-[(2S,3R,4R,5R)-2,3,4,5,6-pentahydroxyhexyl]urea